diacetyl-dihydroxybenzene C(C)(=O)C1=C(C(=C(C=C1)O)O)C(C)=O